FC(C=1C(=C(C=CC1)[C@@H](C)NC=1C2=C(N=C(N1)C)N=C(C(=C2)C2=NN=C(N2)C)N2CCCC2)F)F (R)-N-(1-(3-(difluoromethyl)-2-fluorophenyl)ethyl)-2-methyl-6-(5-methyl-4H-1,2,4-triazol-3-yl)-7-(pyrrolidin-1-yl)pyrido[2,3-d]pyrimidin-4-amine